5,6-dihydro-cyclopenta[B]thiophen-4-one S1C2=C(C=C1)C(CC2)=O